CC(CCNC1=CC(=NC2=CC=CC=C12)C1=CC=C(C=C1)N1CCNCC1)(N)C dimethyl-N3-(2-(4-(piperazin-1-yl)phenyl)quinolin-4-yl)propane-1,3-diamine